2-(4-(3-chloropyridin-4-yl)-2-((6-fluorobenzo[d]oxazol-2-yl)amino)-6-methyl-1,4-dihydropyrimidine-5-carboxamido)isonicotinic acid ClC=1C=NC=CC1C1N=C(NC(=C1C(=O)NC=1C=C(C(=O)O)C=CN1)C)NC=1OC2=C(N1)C=CC(=C2)F